N1(CCC2(CC1)C=C1C(=NCS1)C2)C(=O)[O-] Spiro[4H-cyclopenta[d]thiazole-5,4'-piperidine]-1'-carboxylate